N-[1-(pyridin-4-yl)-5-(trifluoromethyl)-1H-pyrazol-4-yl]carbamic acid tert-butyl ester C(C)(C)(C)OC(NC=1C=NN(C1C(F)(F)F)C1=CC=NC=C1)=O